(±)-6-Methyl-2-(3-(((4-(trifluoromethyl)pyridin-3-yl)oxy)methyl)pyrrolidin-1-yl)pyrimidine-4-carboxylic Acid CC1=CC(=NC(=N1)N1C[C@@H](CC1)COC=1C=NC=CC1C(F)(F)F)C(=O)O |r|